6-(2-chlorophenyl)-2-{[4,4-dimethyl-2-(4,4,4-trifluorobutyl)-1,2,3,4-tetrahydroisoquinolin-7-yl]amino}imidazo[1,2-a]pyrimido[5,4-e]pyrimidin-5(6H)-one ClC1=C(C=CC=C1)N1C=2N(C3=C(C1=O)C=NC(=N3)NC3=CC=C1C(CN(CC1=C3)CCCC(F)(F)F)(C)C)C=CN2